(6aS,8R)-5-(4-(trifluoromethyl)phenyl)-6,6a,7,8,9,10-hexahydro-5H-dipyrido[1,2-a:3',2'-e]pyrazine-8-carboxylic acid FC(C1=CC=C(C=C1)N1C[C@H]2N(C3=C1C=CC=N3)CC[C@H](C2)C(=O)O)(F)F